5-(1H-pyrazol-4-yl)-2-[5-(spiro[8-azabicyclo[3.2.1]octane-3,3'-azetidin]-1'-yl)[1,3]thiazolo[5,4-d][1,3]thiazol-2-yl]pyridin-3-ol hydrochloride Cl.N1N=CC(=C1)C=1C=C(C(=NC1)C=1SC=2N=C(SC2N1)N1CC2(C1)CC1CCC(C2)N1)O